O1CCC(CC1)C1=NC=CC(=C1)N 2-(tetrahydro-2H-pyran-4-yl)pyridin-4-amine